SC1=NC(=NC(=N1)S)S 2,4,6-trimercapto-S-triazine